COC([C@@H](NC(=O)NS(=O)(=O)C1=CC=C(C)C=C1)CC1=CC=CC=C1)=O N-(p-toluenesulfonylaminocarbonyl)-phenylalanine methyl ester